(1S,5R) or (1R,5S)-3-(8-cyanoquinolin-5-yl)-N-(cis-4-morpholinocyclohexyl)-5-(trifluoromethyl)-3-Azabicyclo[3.1.0]hexane-1-carboxamide C(#N)C=1C=CC(=C2C=CC=NC12)N1C[C@@]2(C[C@@]2(C1)C(F)(F)F)C(=O)N[C@@H]1CC[C@@H](CC1)N1CCOCC1 |o1:14,16|